N1C(CC2(C3=CC=CC=C13)CCCCC2)=O 2',3'-dihydro-1'h-spiro[cyclohexane-1,4'-quinolin]-2'-one